C(C)(C)C1=C(C(=CC=C1)C(C)C)C1=CC=CC=C1 2',6'-diisopropylbiphenyl